N1(OCCCC2=C1C=CC=C2)[C@@H]2NCCC2 (S)-2-((S)-1,3,4,5-tetrahydrobenzo[c]oxazepin-1-yl)pyrrolidine